C(C1CO1)OCCC[Si](OC)(OC)C Gamma-Glycidyloxypropylmethyldimethoxysilan